(2,6-dioxopiperidin-3-yl)isoindole-1,3-dione O=C1NC(CCC1C1=C2C(NC(C2=CC=C1)=O)=O)=O